BrC=1C=C(C(=NC1)C(=O)Cl)N1CCC(CC1)CC=C 5-bromo-3-[4-(prop-2-en-1-yl)piperidin-1-yl]pyridine-2-carbonyl chloride